N1C=CC2=CC=C(C=C12)S(=O)(=O)N1CC(CC1)OC1=CC=C(C=C1)O 4-((1-((1H-indol-6-yl)sulfonyl)pyrrolidin-3-yl)oxy)phenol